4-(ethylsulfanyl)-5-methyl-2-(6-azaspiro[2.5]octan-6-yl)benzamide C(C)SC1=CC(=C(C(=O)N)C=C1C)N1CCC2(CC2)CC1